C(C)(C)[C@H]1CC[C@H](CC1)OC[C@@H]1N(CCC[C@@H]1NS(=O)(=O)C)C(CN1C=NC=CC1=O)=O N-(cis-2-(((cis-4-isopropylcyclohexyl)oxy)methyl)-1-((6-oxopyrimidin-1(6H)-yl)acetyl)piperidin-3-yl)methanesulfonamide